CC=1N=C2N(N=C(C=C2C)C=2C=CC=3C(N2)=CN(N3)C3CCN(CC3)C(=O)OC(C)(C)C)C1 tert-butyl 4-[5-(2,8-dimethylimidazo[1,2-b]pyridazin-6-yl)pyrazolo[4,3-b]pyridine-2-yl]piperidine-1-carboxylate